C(C1=CC=CC=C1)N1C=NC=2C(=NN(C(C21)=O)CC(=O)OC(C)(C)C)C2=CC(=CC=C2)F tert-butyl 2-(3-benzyl-7-(3-fluorophenyl)-4-oxo-3,4-dihydro-5H-imidazo[4,5-d]pyridazin-5-yl)acetate